3-(2-aminopyrimidin-4-yl)-1-({3,4-difluoro-2-[(2-fluoro-4-iodophenyl)amino]phenyl}carbonyl)azetidin-3-ol acetate salt C(C)(=O)O.NC1=NC=CC(=N1)C1(CN(C1)C(=O)C1=C(C(=C(C=C1)F)F)NC1=C(C=C(C=C1)I)F)O